methyl 3-{3-[(6-hydroxy-2,2-dioxo-2H-1,2λ6,3-benzoxathiazin-3(4H)-yl)methyl]-4-methylphenyl}-3-{7-[(5-hydroxypentyl)oxy]-1,4-dimethyl-1H-benzotriazol-5-yl}propanoate OC=1C=CC2=C(CN(S(O2)(=O)=O)CC=2C=C(C=CC2C)C(CC(=O)OC)C2=C(C3=C(N(N=N3)C)C(=C2)OCCCCCO)C)C1